FC1=C(C=CC(=C1)F)C1=C2C(=NC(=C1)C(=O)OCC)O[C@H](CC2)C(C)C |r| Racemic-ethyl 5-(2,4-difluorophenyl)-2-isopropyl-3,4-dihydro-2H-pyrano[2,3-b]pyridine-7-carboxylate